(E)-1-(2-Hydroxyphenyl)-3-[3-(trifluoromethoxy)phenyl]prop-2-en-1-one OC1=C(C=CC=C1)C(\C=C\C1=CC(=CC=C1)OC(F)(F)F)=O